O[C@H](COC=1C=C(C=CC1)S(=O)(=O)N(C)C)CNC1COC2(C1)CCN(CC2)S(=O)(=O)C2=CC1=CC=CC=C1C=C2 3-((2S)-2-hydroxy-3-(8-(naphthalen-2-ylsulfonyl)-1-oxa-8-azaspiro[4.5]decan-3-ylamino)propoxy)-N,N-dimethylbenzenesulfonamide